2-(6-bromo-4-(difluoromethoxy)-1-oxophthalazin-2(1H)-yl)acetate BrC=1C=C2C(=NN(C(C2=CC1)=O)CC(=O)[O-])OC(F)F